C(C(C)C)OC1=NC2=C(C=C(C=C2C(N1C)=O)C)C(C)NC1=C(C(=O)O)C=CC=C1 2-((1-(2-isobutoxy-3,6-dimethyl-4-oxo-3,4-dihydroquinazolin-8-yl)ethyl)amino)benzoic acid